penta-sodium silicate [Si]([O-])([O-])([O-])[O-].[Na+].[Na+].[Na+].[Na+].[Na+]